N1C=NC=C1C1CCN(CC1)C(CCC=1C=NC(=NC1)NC1CC2=CC=CC=C2C1)=O 1-(4-(1H-imidazol-5-yl)piperidin-1-yl)-3-(2-((2,3-dihydro-1H-inden-2-yl)amino)pyrimidin-5-yl)propan-1-one